C1=C2C(OC=C1)C=CC1=CC=CC=C12 naphtho[2,1-b]pyran